2-(5-fluoro-2-methylphenyl)propanoic acid FC=1C=CC(=C(C1)C(C(=O)O)C)C